N[C@H](C(=O)NCCCC[C@@H](C(=O)OC(C)(C)C)NC(=O)N[C@H](C(=O)OC(C)(C)C)CCC(=O)OC(C)(C)C)CC1=CC=C(C=C1)C di-tert-butyl (2S)-2-({[(2S)-6-{[(2S)-2-amino-3-(4-methylphenyl)propanoyl]amino}-1-tert-butoxy-1-oxohexan-2-yl]carbamoyl}amino)pentanedioate